(1R,2S,5S)-N-(cyano(phthalazin-1-yl)methyl)-3-(3-ethoxy-3-methyl-2-(2,2,2-trifluoroacetamido)butanoyl)-6,6-dimethyl-3-azabicyclo[3.1.0]hexane-2-carboxamide C(#N)C(NC(=O)[C@@H]1[C@H]2C([C@H]2CN1C(C(C(C)(C)OCC)NC(C(F)(F)F)=O)=O)(C)C)C1=NN=CC2=CC=CC=C12